ClC=1C=C2C(=NC(=NC2=C(C1C1=C(C(=CC(=N1)N)C)C(F)(F)F)F)OCC1(CC1)CN(C)C)N1CC2CCC(C1)N2 6-(6-chloro-4-{3,8-diazabicyclo[3.2.1]oct-3-yl}-2-({1-[(dimethylamino)methyl]cyclopropyl}methoxy)-8-fluoroquinazolin-7-yl)-4-methyl-5-(trifluoromethyl)pyridin-2-amine